ClC=1C=C(C=C(C1OC1=CN(C(C=C1)=O)CC1CCOCC1)Cl)N1N=C(C(NC1=O)=O)C(=O)O 2-(3,5-dichloro-4-((6-oxo-1-((tetrahydro-2H-pyran-4-yl)methyl)-1,6-dihydropyridin-3-yl)oxy)phenyl)-3,5-dioxo-2,3,4,5-tetrahydro-1,2,4-triazine-6-carboxylic Acid